ClC=1C=NN(C1C1=NC=C(C(=N1)NCC1=CC=C(C=C1)N1N=C(C=C1C)C(F)(F)F)OC)C(C)C 2-(4-Chloro-1-isopropyl-1H-pyrazol-5-yl)-5-methoxy-N-(4-(5-methyl-3-(trifluoromethyl)-1H-pyrazol-1-yl)benzyl)pyrimidin-4-amine